N-((1R,2S)-2-Acrylamidocyclohexyl)-5-(6-cyclobutoxy-4-methylpyridin-3-yl)-4-oxo-4,5-dihydro-3H-1-thia-3,5,8-triazaacenaphthylene-2-carboxamide C(C=C)(=O)N[C@@H]1[C@@H](CCCC1)NC(=O)C=1SC=2N=CC=C3N(C(NC1C23)=O)C=2C=NC(=CC2C)OC2CCC2